BrC1=CC=CC(=N1)NC(=O)[C@H]1N(C[C@H](C1)O)C(=O)OC(C)(C)C (2S,4S)-tert-Butyl 2-(6-bromopyridin-2-ylcarbamoyl)-4-hydroxypyrrolidine-1-carboxylate